C(C)(C)(C)OC(NC1=C(C(=CC=C1)C)C=O)=O (2-FORMYL-3-METHYL-PHENYL)-CARBAMIC ACID TERT-BUTYL ESTER